4-[(trans-4-aminocyclohexyl)amino]-N'-(2,6-dimethylphenyl)-6-(4-methoxy-2-methyl-phenyl)pyrrolo[1,2-b]pyridazine-3-carboxamidine N[C@@H]1CC[C@H](CC1)NC=1C=2N(N=CC1C(=NC1=C(C=CC=C1C)C)N)C=C(C2)C2=C(C=C(C=C2)OC)C